3-(3-Methoxybenzyl)-4,5,6,7-tetrahydrobenzo[d]thiazol-2(3H)-imine hydrogen bromide Br.COC=1C=C(CN2C(SC3=C2CCCC3)=N)C=CC1